tert-butyl (R)-3-(4-(trifluoromethyl)phenoxy)pyrrolidine-1-carboxylate FC(C1=CC=C(O[C@H]2CN(CC2)C(=O)OC(C)(C)C)C=C1)(F)F